O=C(C(=O)O)N1CCC(CC1)C1=C(C=CC=C1)C(F)(F)F 2-Oxo-2-(4-(2-(trifluoromethyl)phenyl)piperidin-1-yl)acetic acid